1-(4-bromophenyl)cyclopropan-1-amine hydrochloride Cl.BrC1=CC=C(C=C1)C1(CC1)N